N-[3-chloro-4-[4-(1-methylpiperidine-4-carbonyl)piperazine-1-carbonyl]phenyl]-5-[2,3-difluoro-4-[1-(2-methoxyethyl)-3-methyl-pyrazol-4-yl]phenyl]-1-methyl-imidazole-2-carboxamide ClC=1C=C(C=CC1C(=O)N1CCN(CC1)C(=O)C1CCN(CC1)C)NC(=O)C=1N(C(=CN1)C1=C(C(=C(C=C1)C=1C(=NN(C1)CCOC)C)F)F)C